4-chloro-5-iodopyrimidine ClC1=NC=NC=C1I